C(C1=CC=CC=C1)ON1[C@@H]2CC[C@H](N(C1=O)C2)F (2R,5R)-6-(benzyloxy)-2-fluoro-1,6-diazabicyclo[3.2.1]octan-7-one